IC=1C=C(C=CC1OC)C1=C(N=CO1)C(=O)NCCCC1=CC=NC=C1 5-(3-iodo-4-methoxyphenyl)-N-(3-(pyridin-4-yl)propyl)oxazole-4-carboxamide